NC1=NNC2=CC=C(C=C12)C1=C2C(=NC=C1)NC(=C2)C2=CC=C(C=C2)NS(=O)(=O)C2=CC=C(C=C2)C N-(4-(4-(3-Amino-1H-indazol-5-yl)-1H-pyrrolo[2,3-b]pyridin-2-yl)phenyl)-4-methylbenzenesulfonamide